(R)-2-(2-((1-(2,2-difluoroethyl)piperidin-3-yl)amino)-[1,2,4]triazolo[1,5-a]pyrimidin-5-yl)-3-methyl-5-(trifluoromethyl)phenol FC(CN1C[C@@H](CCC1)NC1=NN2C(N=C(C=C2)C2=C(C=C(C=C2C)C(F)(F)F)O)=N1)F